FS(C1=CC=C(OCCCC(=O)NCC(=O)O)C=C1)(F)(F)(F)F (4-(4-(pentafluoro-λ6-sulfanyl)phenoxy)butanoyl)glycine